O[C@@H](CNC)C1=CC=C(C=C1)O R-(-)-4-[1-hydroxy-2-(methylamino)ethyl]phenol